tert-butyl (2-((3-chloro-2-fluorobenzyl)(cyclopropyl)amino)ethyl)carbamate ClC=1C(=C(CN(CCNC(OC(C)(C)C)=O)C2CC2)C=CC1)F